BrC=1C=CC(=NC1C)C(=O)NC1CC1 5-bromo-N-cyclopropyl-6-methylpyridineamide